3-(5-Fluoro-2-methylphenyl)-2-(4-fluoro-3-trifluoromethylphenyl)-thiazolidin-4-one FC=1C=CC(=C(C1)N1C(SCC1=O)C1=CC(=C(C=C1)F)C(F)(F)F)C